C(=C)[Si](C)(C)CCP(C1=CC=CC=C1)C1=CC=CC=C1 vinyl-(diphenylphosphinoethyl)dimethyl-silane